C(CCCCCCCCC)OC(CCCCC[Mg]Cl)OCCCCCCCCCC 6,6-didecyloxyhexylmagnesium chloride